(R)-3-phenyl-butyrolactone C1(=CC=CC=C1)[C@H]1CC(=O)OC1